Cl.NCC1=NC=C(C=N1)C1=CC=C(C(=N1)OC)NC(=O)C=1C(=NOC1C)C1=CC=CC=C1 [6-[2-(aminomethyl)pyrimidin-5-yl]-2-methoxy-3-pyridinyl]-5-methyl-3-phenyl-isoxazole-4-carboxamide hydrochloride